C(C)(C)(C)OC(=O)N[C@@H]1C(CN(C1)CCCNC(OCC1=CC=CC=C1)=O)(C)C benzyl N-{3-[(4R)-4-{[(tert-butoxy)carbonyl]amino}-3,3-dimethylpyrrolidin-1-yl]propyl}carbamate